C(#N)C=1C=NN2C1C(=CC(=C2)OCC)C=2C=CC(=NC2)N2CCC(CC2)(C)NC(=O)C2(CC2)NC(OC(C)(C)C)=O tert-butyl (1-((1-(5-(3-cyano-6-ethoxypyrazolo[1,5-a]pyridin-4-yl)pyridin-2-yl)-4-methylpiperidin-4-yl)carbamoyl)cyclopropyl)carbamate